IC1=C(C(=O)NC2=CC=C(C=C2)OCC)C=CC=C1 2-iodo-N-(4-ethoxyphenyl)benzamide